N-[(1R)-1-cyclopropylethyl]-5-(3,5-difluorophenyl)pyridine-3-carboxamide C1(CC1)[C@@H](C)NC(=O)C=1C=NC=C(C1)C1=CC(=CC(=C1)F)F